9-(2-bromo-(tert-butyl)-3-iodophenyl)-3,6-di-tert-butyl-9H-carbazole BrC1=C(C=CC(=C1I)C(C)(C)C)N1C2=CC=C(C=C2C=2C=C(C=CC12)C(C)(C)C)C(C)(C)C